C(CCCCCCCCCCC)(=O)OCCCCCCCC\C=C/CCCCCC palmitoleyl laurate